5-amino-4,6-diisopropyl-pyrimidine methyl-5-(2-acetoxyethyl)-2-hydroxy-3-nitrobenzoate COC(C1=C(C(=CC(=C1)CCOC(C)=O)[N+](=O)[O-])O)=O.NC=1C(=NC=NC1C(C)C)C(C)C